ClC=1C=CC2=C(N(C3=C(CC2)C=CC=C3)CCCCNC/C=C/C(=O)OC)C1 Methyl (E)-4-[4-(3-chloro-10,11-dihydro-5H-dibenzo[b,f]azepin-5-yl)butylamino]but-2-enoat